Dimethyl 3-(naphthalen-1-yl)cyclobutane-1,2-dicarboxylate C1(=CC=CC2=CC=CC=C12)C1C(C(C1)C(=O)OC)C(=O)OC